C(C)N1C[C@H]([C@@H](CC1)C1=CC=C(C=C1)B(O)O)F [4-[(3S,4S)-1-ethyl-3-fluoro-4-piperidinyl]phenyl]boronic acid